C(C)OC(=O)OC(C(=O)OC(C)CC)(C)C sec-Butyl α-(ethoxycarbonyl)oxyisobutyrate